N-[2-hydroxy-5-[1-hydroxy-2-[[2-(p-methoxyphenyl)-2-propyl]-amino]-ethyl]-phenyl]-carboxamide OC1=C(C=C(C=C1)C(CNC(C)(C)C1=CC=C(C=C1)OC)O)NC=O